C(=O)C1=CC=C(C=C1)C1=CC(=CC=C1)C=1SC=CC1NC(OC(C)(C)C)=O tert-butyl (2-(4'-formyl-[1,1'-biphenyl]-3-yl)thiophen-3-yl)carbamate